N1=CC=C(C=C1)C1=C(C(=C(C=C1)N(C1=CC=CC=C1)C1=CC=CC=C1)C1=CC=NC=C1)C1=CC=NC=C1 tris(4-pyridyl)triphenylamine